(4-(6-cyclopropyl-1-methyl-1H-indol-3-yl)pyrimidin-2-yl)-N1-(2-(dimethylamino)ethyl)-5-methoxy-N1-methylbenzene-1,2,4-triamine C1(CC1)C1=CC=C2C(=CN(C2=C1)C)C1=NC(=NC=C1)C1=C(C(=CC(=C1N)OC)N(C)CCN(C)C)N